N[C@@H](C(=O)N([C@@H](C)C(=O)OC)CC1=CC=CC=C1)CC methyl N-((R)-2-aminobutanoyl)-N-benzyl-L-alaninate